2-(trifluoromethyl)-1,3-bis(ethyl)-propanesultone FC(C1C(S(=O)(=O)OC1CC)CC)(F)F